N,N-di(tert-butyloxycarbonyl)-4-bromo-3-chloropyridin-2-amine C(C)(C)(C)OC(=O)N(C1=NC=CC(=C1Cl)Br)C(=O)OC(C)(C)C